(S,E)-Methyl-7-(1-(2-adamantylmethyl)-2-oxo-1,2-dihydropyridin-3-ylamino)-6-(3-methylbenzofuran-2-carboxamido)-7-oxohept-2-enoat COC(\C=C\CC[C@@H](C(=O)NC=1C(N(C=CC1)CC1C2CC3CC(CC1C3)C2)=O)NC(=O)C=2OC3=C(C2C)C=CC=C3)=O